4-(3-(1-(cyclobutanecarbonyl)-4-oxido-1,4-azaphosphinan-4-yl)-4-fluorobenzyl)phthalazin-1(2H)-one C1(CCC1)C(=O)N1CCP(CC1)(=O)C=1C=C(CC2=NNC(C3=CC=CC=C23)=O)C=CC1F